6-Fluoro-2-methoxy-3-(methoxymethyl)benzonitrile FC1=CC=C(C(=C1C#N)OC)COC